tert-butyl N-(5-bromo-4,6-dimethoxy-pyrimidin-2-yl)-N-t-butoxycarbonyl-carbamate BrC=1C(=NC(=NC1OC)N(C(OC(C)(C)C)=O)C(=O)OC(C)(C)C)OC